N-((1R,2R)-2-(dimethylamino)cyclopentyl)-2-(1H-imidazol-5-yl)thiazole-4-carboxamide CN([C@H]1[C@@H](CCC1)NC(=O)C=1N=C(SC1)C1=CN=CN1)C